C(C)(C)(C)OC(=O)NC=1C=CC(=C(C(=O)ON2C(CCC2=O)=O)C1)O 2,5-dioxopyrrolidin-1-yl 5-((tert-butoxycarbonyl) amino)-2-hydroxybenzoate